(3s,4s)-8-(6-((1H-pyrrolo[2,3-b]pyridin-4-yl)thio)pyrido[2,3-b]pyrazin-2-yl)-3-methyl-2-oxa-8-azaspiro[4.5]decan-4-amine N1C=CC=2C1=NC=CC2SC=2C=CC=1C(=NC=C(N1)N1CCC3([C@@H]([C@@H](OC3)C)N)CC1)N2